7-methoxy-4-(2-methylquinazolin-4-yl)-3,4-dihydroquinazolin-2(1H)-one COC1=CC=C2C(NC(NC2=C1)=O)C1=NC(=NC2=CC=CC=C12)C